(4-amino-3-iodophenyl)ethanone NC1=C(C=C(C=C1)C(C)=O)I